6-((4-bromo-2-fluorophenyl)amino)-7-fluoro-2,3-dihydrobenzofuran-5-carboxylic acid methyl ester COC(=O)C=1C(=C(C2=C(CCO2)C1)F)NC1=C(C=C(C=C1)Br)F